FC(CN1[C@@H](C2=CC=C3C(=C2C[C@H]1C)C=NN3)C3=C(C=C(C=C3F)NC3CN(C3)CCCF)F)F N-(4-((6S,8R)-7-(2,2-difluoroethyl)-8-methyl-6,7,8,9-tetrahydro-3H-pyrazolo[4,3-f]isoquinolin-6-yl)-3,5-difluorophenyl)-1-(3-fluoropropyl)azetidin-3-amine